C(C)OC1=C(C=C(C=C1)/C=C/C(=O)NN)OC (E)-3-(4-ethoxy-3-methoxyphenyl)acryloyl-hydrazine